{6-[(1R,2S,3S,5S)-3-amino-2-fluoro-8-aza-bicyclo[3.2.1]octan-8-yl]-3-(3,4-dichloro-2-methyl-2H-indazol-5-yl)-1H-pyrazolo[3,4-b]pyrazin-5-yl}methanol N[C@@H]1[C@@H]([C@H]2CC[C@@H](C1)N2C2=C(N=C1C(=N2)NN=C1C1=C(C2=C(N(N=C2C=C1)C)Cl)Cl)CO)F